8-methoxy-1-methyl-N-(4-(trifluoromethyl)phenyl)-5,6-dihydro-4H-benzo[6,7]cyclohepta[1,2-d]isoxazol-6-amine COC=1C=CC2=C(C(CCC3=C2C(=NO3)C)NC3=CC=C(C=C3)C(F)(F)F)C1